ClC=1SC(=CN1)CN1COCN(C1=N[N+](=O)[O-])C 3-(2-chloro-1,3-thiazole-5-ylmethyl)-5-methyl-1,3,5-oxadiazine-4-ylidene(nitro)amine